4-(4-tert-butylpiperidine-1-carbonyl)-3-(1-isopropylpyrazol-3-yl)benzonitrile C(C)(C)(C)C1CCN(CC1)C(=O)C1=C(C=C(C#N)C=C1)C1=NN(C=C1)C(C)C